2-(3,5-Dichlorophenyl)-N,N-dimethylbenzo[d]oxazole-6-carboxamide ClC=1C=C(C=C(C1)Cl)C=1OC2=C(N1)C=CC(=C2)C(=O)N(C)C